Cl.N1CC(C1)OC=1C=CC(=NC1)C#C 5-(azetidin-3-yloxy)-2-ethynyl-pyridine hydrochloride